CN([C@@]1(CN(CC1)C1=NN(C2=C1C=NC(=C2)NC(C)=O)C2=NC(=NC(=C2)CC)C(C)(C)F)C)C (S)-N-(3-(3-(dimethylamino)-3-methylpyrrolidin-1-yl)-1-(6-ethyl-2-(2-fluoroprop-2-yl)pyrimidin-4-yl)-1H-pyrazolo[4,3-c]pyridin-6-yl)acetamide